C(C=CC=CC=CC=CC=CCCCCCCCCCCC)(=O)O 18E-docosapentaenoic acid